2-((4-(benzo[d]thiazol-6-ylamino)-7-(1-methyl-1H-pyrazol-4-yl)quinazolin-5-yl)oxy)cyclobutan-1-ol S1C=NC2=C1C=C(C=C2)NC2=NC=NC1=CC(=CC(=C21)OC2C(CC2)O)C=2C=NN(C2)C